N1(N=CC=C1)CC1=CC2=C(C(=NO2)NS(=O)(=O)C2=CC(=CC=C2)N2CCN(CC2)CC2CN(CC2)C2=C3C(N(C(C3=CC=C2)=O)C2C(NC(CC2)=O)=O)=O)C(=C1)OC N-(6-((1H-Pyrazol-1-yl)methyl)-4-methoxybenzo[d]isoxazol-3-yl)-3-(4-((1-(2-(2,6-dioxopiperidin-3-yl)-1,3-dioxoisoindolin-4-yl)pyrrolidin-3-yl)methyl)piperazin-1-yl)benzenesulfonamide